OCC1C(CC(O1)O)O 5-(hydroxymethyl)tetra-hydrofuran-2,4-diol